4-(but-3-yn-2-ylamino)benzenesulfonamide CC(C#C)NC1=CC=C(C=C1)S(=O)(=O)N